O1COC2=C1C=CC(=C2)NS(=O)(=O)C=2C=C(C(=O)NC1=CC(=C(C=C1)F)Cl)C=CC2 3-(N-(benzo[d][1,3]dioxol-5-yl)sulfamoyl)-N-(3-chloro-4-fluorophenyl)benzamide